(2-allyl-pent-4-enyl)-malonic acid diethyl ester C(C)OC(C(C(=O)OCC)CC(CC=C)CC=C)=O